C(=C)C1=CC=C(C=C1)CCO 2-(4-vinylphenyl)ethanol